butyloxybenzoic acid C(CCC)OC1=C(C(=O)O)C=CC=C1